5-bromo-2-(bromo-methyl)-benzoic acid methyl ester COC(C1=C(C=CC(=C1)Br)CBr)=O